O(S(=O)(=O)C(F)(F)F)C=1C2CCC(C1)C2 2-Bicyclo[2.2.1]hept-2-enyl triflate